OC[C@H]1N(CCN(C1)C)C(=O)OC(C)(C)C tert-butyl (S)-2-(hydroxymethyl)-4-methylpiperazine-1-carboxylate